ClC=1C(=NC(=NC1)NC1=C(NOC=C1)O)C1=CC=C2CN(C(C2=C1)=O)CC(N1CC2=CC=CC=C2CC1)=O (trans)-6-(5-chloro-2-{[(3R,4S)-3-hydroxyoxazin-4-yl]amino}pyrimidin-4-yl)-2-[2-oxo-2-(1,2,3,4-tetrahydroisoquinolin-2-yl)ethyl]-2,3-dihydro-1H-isoindol-1-one